C(C)P(NC1=CC(=CC=C1)F)(NCC1=CC=C(C=C1)C1=NOC(=N1)C(F)(F)F)=O 1-ethyl-N-(3-fluorophenyl)-1-oxo-N'-(4-(5-(trifluoromethyl)-1,2,4-oxadiazol-3-yl)benzyl)-λ5-phosphanediamine